N1(CCOCC1)C1=NN=C(S1)OC1=CC=C(C=C1)C(C)(C)C1=CC=C(OC2CC(C2)N)C=C1 (1r,3r)-3-(4-(2-(4-((5-morpholinyl-1,3,4-thiadiazol-2-yl)oxy)phenyl)propan-2-yl)phenoxy)cyclobutylamine